(3S)-4-iodo-3-methylbut-1-yne IC[C@H](C#C)C